1-Methyl-4-nitro-1H-1,2,3-triazole CN1N=NC(=C1)[N+](=O)[O-]